ClC1=NN(N=C1)C=1C(=CC(=C(C1)NC(=O)N1[C@@H]2C[C@H](C[C@]1(C2)C=2OC(=NN2)C)C)F)C(F)(F)F (1S,3R,5R)-N-(5-(4-chloro-2H-1,2,3-triazol-2-yl)-2-fluoro-4-(trifluoromethyl)phenyl)-3-methyl-1-(5-methyl-1,3,4-oxadiazol-2-yl)-6-azabicyclo[3.1.1]heptane-6-carboxamide